2-((2r,7r)-2-methyl-7-(trifluoromethyl)-1,4-oxazepan-4-yl)-N-(2-sulfamoylpyridin-4-yl)-5-(trifluoromethyl)nicotinamide C[C@H]1O[C@H](CCN(C1)C1=C(C(=O)NC2=CC(=NC=C2)S(N)(=O)=O)C=C(C=N1)C(F)(F)F)C(F)(F)F